NC1=C2C(=NC=N1)N(N=C2I)CC2CCN(CC2)C(=O)OCCCC butyl 4-((4-amino-3-iodo-1H-pyrazolo[3,4-d]pyrimidin-1-yl)methyl)piperidine-1-carboxylate